C(=O)OC(=C(C)N)C#N 2-amino-1-cyanopropenyl formate